O=C1C(=C(N=C(N1)C1=CC=NC=C1)C1CCOCC1)C#N 6-oxo-2-(4-pyridyl)-4-tetrahydropyran-4-yl-1H-pyrimidine-5-carbonitrile